LITHIUM SULFID [S-2].[Li+].[Li+]